tris-Boc-spermine CC(C)(C)OC(=O)NCCCN(CCCCN(CCCN)C(=O)OC(C)(C)C)C(=O)OC(C)(C)C